N-[(6-amino-2-pyridyl)sulfonyl]-2-(3-azabicyclo[3.1.1]heptan-3-yl)-6-(3-fluoro-5-isobutoxy-phenyl)pyridine-3-carboxamide NC1=CC=CC(=N1)S(=O)(=O)NC(=O)C=1C(=NC(=CC1)C1=CC(=CC(=C1)OCC(C)C)F)N1CC2CC(C1)C2